((R)-1-(3-((S)-1-(2-cyano-4-(3,3-difluoropyrrolidin-1-yl)-4-methylpent-2-enoyl)piperidin-3-yl)ureido)-2-phenylethyl)boronic acid C(#N)C(C(=O)N1C[C@H](CCC1)NC(N[C@@H](CC1=CC=CC=C1)B(O)O)=O)=CC(C)(C)N1CC(CC1)(F)F